4-(dimethylamino)-4-oxobutyric acid 2-isopropyl-5-methylcyclohexyl ester C(C)(C)C1C(CC(CC1)C)OC(CCC(=O)N(C)C)=O